1-Methyl-5-((R)-3-methyl-morpholin-4-yl)-3-(1H-pyrazol-3-yl)-1H-pyrazolo[4,3-b]pyridin CN1N=C(C2=NC(=CC=C21)N2[C@@H](COCC2)C)C2=NNC=C2